NCCCCC(=O)O.ClC1=C(C=CC=C1)[C@@]1(C(CCCC1)=O)N(C(CCCNC)=O)C (S)-N-(1-(2-chlorophenyl)-2-oxocyclohexyl)-N-methyl-4-(methylamino)butanamide L-5-aminopentanoate